((1-(5-(2-(Ethyl(isopropyl)carbamoyl)-4-fluorophenoxy)pyrimidin-4-yl)azetidin-3-yl)methyl)carbamate C(C)N(C(=O)C1=C(OC=2C(=NC=NC2)N2CC(C2)CNC([O-])=O)C=CC(=C1)F)C(C)C